1,5-anhydro-2,3-dideoxy-3-(6-(4-((3-(difluoromethyl)azetidin-1-yl)carbonyl)benzyl)-7,8-dimethyl-4-oxoquinazolin-3(4H)-yl)-L-threo-pentitol FC(C1CN(C1)C(=O)C1=CC=C(CC=2C=C3C(N(C=NC3=C(C2C)C)[C@H]2CCOC[C@@H]2O)=O)C=C1)F